5-chloro-N-(1-methylcyclopropyl)imidazo[1,5-a]pyridine-7-sulfonamide ClC1=CC(=CC=2N1C=NC2)S(=O)(=O)NC2(CC2)C